C(N)(OC1=CC2=CC=CC=C2C=C1OC(N)=O)=O naphthalene-2,3-diyl dicarbamate